[Ca+2].OC(C(=O)[O-])C.OC(C(=O)[O-])C α-hydroxypropionate calcium